4-ethyl-4-hydroxypyrrolidine-1-carboxylate C(C)C1(CCN(C1)C(=O)[O-])O